C(C)(C)OC1=C(C#N)C=C(C=C1)C1=NC(=NO1)C=1C=CC=C2C(=CCC12)OC(C)C 2-isopropoxy-5-(3-(3-isopropoxy-1H-inden-7-yl)-1,2,4-oxadiazol-5-yl)-benzonitrile